tert-butyl 4-(3-chloro-6-iodo-2-quinolyl)piperazine-1-carboxylate ClC=1C(=NC2=CC=C(C=C2C1)I)N1CCN(CC1)C(=O)OC(C)(C)C